((S)-1-(((S)-1-hydroxy-3-((S)-2-oxopyrrolidin-3-yl)propan-2-yl)amino)-1-oxo-3-phenylpropane-2-yl)carbamic acid 3-phenylpropyl ester C1(=CC=CC=C1)CCCOC(N[C@H](C(=O)N[C@H](CO)C[C@H]1C(NCC1)=O)CC1=CC=CC=C1)=O